(2R,3S)-3-({1-cyclopentyl-5-[2-(trifluoromethyl)phenyl]-1H-pyrazol-3-yl}formamido)-5-(3,3-difluoropiperidin-1-yl)-2-methylpentanoic acid C1(CCCC1)N1N=C(C=C1C1=C(C=CC=C1)C(F)(F)F)C(=O)N[C@H]([C@H](C(=O)O)C)CCN1CC(CCC1)(F)F